tert-Butyl 3-formyl-4-({[2-(trimethylsilyl)ethoxy]carbonyl}amino)pyrrolidine-1-carboxylate C(=O)C1CN(CC1NC(=O)OCC[Si](C)(C)C)C(=O)OC(C)(C)C